Cl.ClCC1=NOC(=C1C(F)F)C (chloromethyl)-4-(difluoromethyl)-5-methylisoxazole hydrochloride